4-((8-cyclopentyl-7-oxo-7,8-dihydropyrido[2,3-d]pyrimidin-2-yl)amino)-piperidine C1(CCCC1)N1C(C=CC2=C1N=C(N=C2)NC2CCNCC2)=O